C(C)OC(=O)C1=CN(C2=NC=CC(=C2C1=O)C)C=1SC=CN1 5-methyl-4-oxo-1-(1,3-thiazol-2-yl)-1,4-dihydro-1,8-naphthyridine-3-carboxylic acid ethyl ester